ortho-aminomethylcyclohexanoate NCC1C(CCCC1)C(=O)[O-]